The molecule is a organophosphate oxoanion that is that is AMP(2-) substituted at position N-6 by a (2E)-4-hydroxy-3-methylbut-2-en-1-yl group; major species at pH 7.3. It derives from an adenosine 5'-monophosphate(2-). It is a conjugate base of a 9-ribosyl-trans-zeatin 5'-monophosphate. C/C(=C\\CNC1=C2C(=NC=N1)N(C=N2)[C@H]3[C@@H]([C@@H]([C@H](O3)COP(=O)([O-])[O-])O)O)/CO